pyridine-3-carbaldehyde-O-(piperidin-1-yl-propyl)oxime N1(CCCCC1)CCCON=CC=1C=NC=CC1